6-phenyl-3-(3-(pyridin-4-yl)-1-((2-(trimethylsilyl)ethoxy)methyl)-1H-pyrazol-5-yl)-1,3-oxazinan-2-one C1(=CC=CC=C1)C1CCN(C(O1)=O)C1=CC(=NN1COCC[Si](C)(C)C)C1=CC=NC=C1